5-fluoro-3,11,11-trimethyl-8,9,10,11-tetrahydrofuro[3,2-f][1,2,4]triazolo[4,3-a]quinoxaline FC1=CC2=C(C=3NC(C=4N(C13)C(=NN4)C)(C)C)CCO2